COC(=O)C=1N(C(=CC1)C1=NC=C(C=C1[N+](=O)[O-])Br)CC1=CC=CC=C1 1-benzyl-5-(5-bromo-3-nitropyridin-2-yl)-1H-pyrrole-2-carboxylic acid methyl ester